CN1N=C(C=C1C=O)C(F)(F)F 2-methyl-5-(trifluoromethyl)pyrazole-3-carbaldehyde